(7-{[2-(4-Chlorophenyl)imidazo[1,2-a]pyridin-3-yl]methyl}-3-oxa-7,9-diazabicyclo[3.3.1]non-9-yl)(2-isopropylphenyl)methanon ClC1=CC=C(C=C1)C=1N=C2N(C=CC=C2)C1CN1CC2COCC(C1)N2C(=O)C2=C(C=CC=C2)C(C)C